COC1=C(C=CC=C1)P(N(P(C1=CC=C(C=C1)[Si](CCCC)(CCCC)CCCC)C1=CC=C(C=C1)[Si](CCCC)(CCCC)CCCC)C1=CC=CC=C1)C1=C(C=CC=C1)OC N-(bis(2-methoxyphenyl)phosphaneyl)-N-phenyl-1,1-bis(4-(tributylsilyl)phenyl)phosphanamine